(3-bromo-4-(2,4-difluorophenoxy)phenyl)ethan-1-one tert-butyl-6-(6-(5-methyl-1,3,4-thiadiazol-2-yl)pyrazin-2-yl)-2,6-diazaspiro[3.4]octane-2-carboxylate C(C)(C)(C)OC(=O)N1CC2(C1)CN(CC2)C2=NC(=CN=C2)C=2SC(=NN2)C.BrC=2C=C(C=CC2OC2=C(C=C(C=C2)F)F)C(C)=O